rac-5-methoxy-2-((1S*,2S*)-2-(4-methylpyrimidin-2-yl)cyclopropyl)quinolin-7-amine COC1=C2C=CC(=NC2=CC(=C1)N)[C@@H]1[C@H](C1)C1=NC=CC(=N1)C |r|